6-tert-butyl-10-methoxy-2-oxo-9-[1-(2,2,2-trifluoroethyl)-1H-pyrazol-4-yl]-6,7-dihydro-2H-pyrido[2,1-a]isoquinoline-3-carboxylic acid ethyl ester C(C)OC(=O)C=1C(C=C2N(C(CC3=CC(=C(C=C23)OC)C=2C=NN(C2)CC(F)(F)F)C(C)(C)C)C1)=O